N-benzyl-nicotinamide C(C1=CC=CC=C1)NC(C1=CN=CC=C1)=O